C(CCC)=O BUTYRALDEHYD